C1(=CC=CC=C1)C(=NS(=O)(=O)C1=NC=C(C=C1)C)C1=CC=CC=C1 N-(diphenylmethylene)-5-methylpyridine-2-sulfonamide